FC1=CC=C(C=C1)C=1C2=C(C(=NC1)OC)N=C(S2)NC(=O)N2CC1(CC2)CCOCC1 8-Oxa-2-aza-spiro[4.5]decane-2-carboxylic acid [7-(4-fluorophenyl)-4-methoxy-thiazolo[4,5-c]pyridin-2-yl]-amide